4-[[(2R,3S,4S,5S)-3-(3,4-Difluoro-2-hydroxy-phenyl)-4,5-dimethyl-5-(trifluoromethyl)tetrahydrofuran-2-carbonyl]amino]-1-oxido-pyridin-1-ium-2-carboxamid FC=1C(=C(C=CC1F)[C@H]1[C@@H](O[C@@]([C@H]1C)(C(F)(F)F)C)C(=O)NC1=CC(=[N+](C=C1)[O-])C(=O)N)O